ClC1=C(C=NC(=C1)N1N=NC=C1)COC1=CC=CC(=N1)C1=CC(=C(CC2=NC3=C(N2CCOC(C)C)C=C(C=C3)C(=O)O)C=C1F)F 2-(4-(6-((4-chloro-6-(1H-1,2,3-triazol-1-yl)pyridin-3-yl)methoxy)pyridin-2-yl)-2,5-difluorobenzyl)-1-(2-isopropoxyethyl)-1H-benzo[d]imidazole-6-carboxylic acid